1-((6-(2-chloro-2'-methyl-3'-((2-methylpyrido[3,2-d]pyrimidin-4-yl)amino)-[1,1'-biphenyl]-3-yl)-2-methoxypyridin-3-yl)methyl)azetidin-3-ol ClC1=C(C=CC=C1C1=CC=C(C(=N1)OC)CN1CC(C1)O)C1=C(C(=CC=C1)NC=1C2=C(N=C(N1)C)C=CC=N2)C